FC(COC(OCCF)(OCCF)OCCF)F 1,1-difluoro-2-(tris(2-fluoro-ethoxy)methoxy)ethane